S(=O)([O-])O.S(=O)(=O)(O)S(=O)O.[Na+] sodium pyrosulfite, sulfite salt